2-ethynyltetrahydrofuran-3-yl tetradecanoate C(CCCCCCCCCCCCC)(=O)OC1C(OCC1)C#C